C1(=CC=CC=C1)N1N=C2C(=C1NC(N)=O)CCC2 3-(2-phenyl-2,4,5,6-tetrahydrocyclopent[c]pyrazol-3-yl)urea